Cl.NC1=C(C2=NC(=CC=C2N1C1=C(C=CC(=C1)O)C)Cl)C#N 2-amino-5-chloro-1-(5-hydroxy-2-methyl-phenyl)pyrrolo[3,2-b]pyridine-3-carbonitrile HCl salt